Arginine TFA Salt OC(=O)C(F)(F)F.N[C@@H](CCCNC(N)=N)C(=O)O